7-(1-Tert-butyl-1H-pyrazol-4-yl)-5-{[(2S)-6,6-dimethylmorpholin-2-yl]methoxy}-1,6-naphthyridine C(C)(C)(C)N1N=CC(=C1)C1=NC(=C2C=CC=NC2=C1)OC[C@@H]1CNCC(O1)(C)C